(1-((1s,2s)-2-fluorocyclopropyl)-2-oxo-1,2-dihydropyridin-3-yl)carbamic acid tert-butyl ester C(C)(C)(C)OC(NC=1C(N(C=CC1)[C@@H]1[C@H](C1)F)=O)=O